2-(1-((2-acetamidothiazol-5-yl)methyl)piperidin-4-ylidene)-N-phenylacetamide C(C)(=O)NC=1SC(=CN1)CN1CCC(CC1)=CC(=O)NC1=CC=CC=C1